[N+](=O)([O-])C1=CC=C2CCC(NC2=C1)=O 7-Nitro-3,4-dihydroquinolin-2(1H)-one